FC(C(CC(=O)NC(C(=O)O)CCN(CCCCC1=NC=2NCCCC2C=C1)CCOCC)(C)C)F 2-[(4,4-difluoro-3,3-dimethyl-butanoyl)amino]-4-[2-ethoxyethyl-[4-(5,6,7,8-tetrahydro-1,8-naphthyridin-2-yl)butyl]amino]butanoic acid